O1[C@H](CCC1)CN ((R)-tetrahydrofuran-2-yl)methaneamine